CC1=NNC=C1C=1N=C(C2=C(N1)C=NC=C2)NC2(CC2)C (3-methyl-1H-pyrazol-4-yl)-N-(1-methylcyclopropyl)pyrido[3,4-d]pyrimidin-4-amine